Cl.ClC=1C(=NC(=NC1)NC1CC(CCC1)OC1CCNCC1)C1=CNC2=NC=CC=C21 5-chloro-N-(3-(piperidin-4-yloxy)cyclohexyl)-4-(1H-pyrrolo[2,3-b]pyridin-3-yl)pyrimidin-2-amine hydrochloride